2,5-dimethyl-1,2,5-thiadiazolidine 1-oxide CN1S(N(CC1)C)=O